FC=1C=C(C=CC1)C=1C(=CC=C(C1)C(C)(CC(C)(C)C)C)O 3'-fluoro-5-(2,4,4-trimethylpentan-2-yl)-[1,1'-biphenyl]-2-ol